3-((2-chloro-7H-pyrrolo[2,3-d]pyrimidin-7-yl)methyl)pentanenitrile ClC=1N=CC2=C(N1)N(C=C2)CC(CC#N)CC